C1(CCC1)CN1CC2=C(N=CN=C2OC(CC)C=2C=NC(=CC2)C)CC1 6-(cyclobutylmethyl)-4-(1-(6-methylpyridin-3-yl)propoxy)-5,6,7,8-tetrahydropyrido[4,3-d]pyrimidine